ClC1=NC(=C2C(=N1)N(N=C2)[C@H]2[C@@H]([C@@H]([C@H](O2)COP(=O)(OC)CP(O)(O)=O)O)O)NCC2=C(C=CC=C2)Cl (((((2R,3S,4R,5R)-5-(6-chloro-4-((2-chlorobenzyl)amino)-1H-pyrazolo[3,4-d]pyrimidin-1-yl)-3,4-dihydroxytetrahydrofuran-2-yl)methoxy)(methoxy)phosphoryl)methyl)phosphonic acid